COC(CCC\C=C/CCO)OC (3Z)-8,8-dimethoxy-3-octen-1-ol